N-(2,3-dihydro-4H-benzo[b][1,4]oxazin-4-yl)-4-isopropyl-1-(2,3,5-trifluorophenyl)-1H-benzo-[d][1,2,3]triazole-5-carboxamide O1C2=C(N(CC1)NC(=O)C1=C(C3=C(N(N=N3)C3=C(C(=CC(=C3)F)F)F)C=C1)C(C)C)C=CC=C2